C(C)(=O)OCCN1C[C@@H](CCC1)NC=1N=NC(=CN1)C1=C(C=C(C=C1C)C)OCOCC (R)-2-(3-((6-(2-(ethoxymethoxy)-4,6-dimethylphenyl)-1,2,4-triazin-3-yl)amino)piperidin-1-yl)ethyl acetate